N1N=CC=C1C1CN(CCC1)C=1C2=C(N=C(N1)N)C=CN2 4-(3-(1H-pyrazol-5-yl)piperidin-1-yl)-5H-pyrrolo[3,2-d]pyrimidin-2-amine